allyl (S)-3-(((S)-2-((((9H-fluoren-9-yl)methoxy)carbonyl)amino)-3-methoxy-3-oxopropoxy)methyl)morpholine-4-carboxylate C1=CC=CC=2C3=CC=CC=C3C(C12)COC(=O)N[C@@H](COC[C@H]1N(CCOC1)C(=O)OCC=C)C(=O)OC